N-[4-[2,6-bis(trideuteromethyl)phenyl]-6-chloro-pyrimidin-2-yl]-N-t-butoxycarbonyl-carbamic acid tert-butyl ester C(C)(C)(C)OC(N(C(=O)OC(C)(C)C)C1=NC(=CC(=N1)C1=C(C=CC=C1C([2H])([2H])[2H])C([2H])([2H])[2H])Cl)=O